COCOC=1C=C(C=CC1B1OC(C(O1)(C)C)(C)C)C1=CC=2C(C=N1)=NN(C2)C 5-(3-(methoxymethoxy)-4-(4,4,5,5-tetramethyl-1,3,2-dioxaborolan-2-yl)phenyl)-2-methyl-2H-pyrazolo[3,4-c]pyridine